N[C@H]1CN(C[C@@H]1OC)C1=CC=C2CCCOC2=C1 (R)-7-((3S,4S)-3-amino-4-methoxypyrrolidin-1-yl)-chroman